O=S1(CCN(CC1)C1=CC=C(C=C1)N1CC2C(C1)CN(C2)CCCC#N)=O 4-(5-(4-(1,1-Dioxidothiomorpholino)-phenyl)hexahydropyrrolo[3,4-c]pyrrol-2(1H)-yl)butanenitrile